C(C)(C)(C)N(C(O)=O)CC1=C(N=NC(=C1)N1C=NC=C1)Cl.FC1=C(C(=O)NC2=CC(=NC=C2)OC)C=CC(=C1)C(F)(F)F 2-fluoro-N-(2-methoxy-pyridin-4-yl)-4-(trifluoromethyl)benzamide tert-butyl-((3-chloro-6-(1H-imidazol-1-yl)pyridazin-4-yl)methyl)carbamate